[Zn].[Pb].[Sn] tin lead zinc